ClC1=NC=CC(=C1[N+](=O)[O-])Cl 2,4-dichloro-3-nitropyridin